6-methyl-N-[4-(methylsulfonyl)benzyl]-2-oxo-5-(3-oxobutyl)-1-[3-(trifluoromethyl)phenyl]-1,2-dihydropyridine-3-carboxamide CC1=C(C=C(C(N1C1=CC(=CC=C1)C(F)(F)F)=O)C(=O)NCC1=CC=C(C=C1)S(=O)(=O)C)CCC(C)=O